trihexyltetradecyl-phosphine C(CCCCC)C(CCCCCCCCCCCCCP)(CCCCCC)CCCCCC